FC=1C=C2C(=NC1)NC=C2NC(=O)C(=O)OCC ethyl ([5-fluoro-1H-pyrrolo[2,3-b]pyridin-3-yl]carbamoyl)formate